C(C1=CC=CC=C1)N1CCC(CC1)CCNC(=O)N1[C@@H](CN(C[C@@H]1C)C1=NC=C(C=N1)OC)C (2R,6S)-N-[2-(1-benzylpiperidin-4-yl)ethyl]-4-(5-methoxypyrimidin-2-yl)-2,6-dimethylpiperazine-1-carboxamide